2-amino-5-(4-(2-(3,5-difluorophenyl)-2-hydroxyacetamido)-2-methylphenyl)-N-(3-methoxycyclobutyl)nicotinamide NC1=C(C(=O)NC2CC(C2)OC)C=C(C=N1)C1=C(C=C(C=C1)NC(C(O)C1=CC(=CC(=C1)F)F)=O)C